3-(N,N-dimethylamino)phenylboric acid CN(C)C=1C=C(C=CC1)OB(O)O